N=1C=C(N2C1C=CC=C2)C(=O)N2CCC1=CC=C(C=C21)NC(C2=CC(=CC(=C2)C(F)(F)F)N2C=NC(=C2)C)=O N-(1-(Imidazo[1,2-a]pyridin-3-carbonyl)indolin-6-yl)-3-(4-methyl-1H-imidazol-1-yl)-5-(trifluoromethyl)benzamid